BrC1=NN(C(C2=CC=C(C=C12)Br)=O)CC(=O)NC1=NC=C(C=N1)C 2-(4,6-dibromo-1-oxo-phthalazin-2-yl)-N-(5-methylpyrimidin-2-yl)acetamide